N[C@H](C1CCN(CC1)C([C@@H](CO)OC)=O)C1=C(C=C(C(=C1)Cl)Cl)O (2R)-1-[4-[(R)-amino(4,5-dichloro-2-hydroxyphenyl)methyl]piperidin-1-yl]-3-hydroxy-2-methoxypropan-1-one